C1N(CC2=CC=CC=C12)C(=O)Cl 2,3-dihydro-1H-isoindole-2-carbonyl chloride